1-(3-chloro-4-((2-oxopyrrolidin-1-yl)methyl)benzyl)-1,3-dihydro-2H-benzo[d]imidazol-2-one ClC=1C=C(CN2C(NC3=C2C=CC=C3)=O)C=CC1CN1C(CCC1)=O